C(C)(C)C1=C(C=C(C=C1)C1=NC=2CC(CCC2C=N1)(C)C)OC 2-(4-isopropyl-3-methoxyphenyl)-7,7-dimethyl-5,6,7,8-tetrahydroquinazoline